4-((trans)-4-(((4-aminosulfonyl-2-((Trifluoromethyl)sulfonyl)phenyl)amino)methyl)cyclohexyl)piperazine-1-carboxylic acid tert-butyl ester C(C)(C)(C)OC(=O)N1CCN(CC1)[C@@H]1CC[C@H](CC1)CNC1=C(C=C(C=C1)S(=O)(=O)N)S(=O)(=O)C(F)(F)F